OC1=C2C3C(C(OC2=CC(=C1)CCCCC)(C)C)CCC(=C3)C 1-hydroxy-6,6,9-trimethyl-3-pentyl-6a,7,8,10a-tetrahydro-6H-benzo[c]chromen